N1=C(C=CC=C1)CNCC1=CC=C(C=C1)CN(C1CCCC=2C=CC=NC12)CCC1=NC=CC=C1 N-(2-pyridinylmethyl)-N'-[2-(2-pyridinyl)ethyl]-N'-(5,6,7,8-tetrahydro-8-quinolinyl)-1,4-benzenedimethanamine